N1CNC2=C1N=CC=N2 2,3-dihydro-1H-imidazopyrazine